2-O-Glyceryl-6-O-Hexadecanoyl-Ascorbic Acid C(C(O)CO)OC=1C(=O)O[C@@H](C1O)[C@@H](O)COC(CCCCCCCCCCCCCCC)=O